COCCOCCOCCOCCCCCCCCCCCP(O)(O)=O 11-{2-[2-(2-methoxyethoxy)ethoxy]ethoxy}undecylphosphonic acid